2-((1-methyl-1H-pyrazol-5-yl)methyl)benzonitrile CN1N=CC=C1CC1=C(C#N)C=CC=C1